COC(C(C(C1=CC(=C(C=C1)C)CO)C=1SC(=C(C1)F)C(C)=O)C)=O 3-(5-acetyl-4-fluorothiophen-2-yl)-3-[3-(hydroxymethyl)-4-methylphenyl]-2-methylpropanoic acid methyl ester